BrCCCCCC1OCCO1 2-(5-bromo-n-amyl)-1,3-dioxolane